C(C)(=O)N1CC(CCC1)OC=1C(OC2=CC=CC=C2C1C1=C(C=C(C=C1)F)Cl)=O ((1-acetylpiperidin-3-yl)oxy)-4-(2-chloro-4-fluorophenyl)-2H-chromen-2-one